O1-tert-butyl O2-methyl (2S,4S)-4-[[6-[2-methyl-3-[3-(methylamino)propyl]benzimidazol-4-yl]-2-pyridyl]amino]pyrrolidine-1,2-dicarboxylate CC=1N(C2=C(N1)C=CC=C2C2=CC=CC(=N2)N[C@H]2C[C@H](N(C2)C(=O)OC(C)(C)C)C(=O)OC)CCCNC